Cl.CO[C@@H]1C[C@H]2NCCO[C@@H]12 |r| rac-(1R,6R,8R)-8-methoxy-2-oxa-5-azabicyclo[4.2.0]octane hydrochloride salt